BrC=1C(=CC(=C(C1)C1=CC(=NC=C1C(=O)NC=1SC(=NN1)OC)C)OC)S(=O)C 4-(5-bromo-2-methoxy-4-(methylsulfinyl)phenyl)-N-(5-methoxy-1,3,4-thiadiazol-2-yl)-6-methylnicotinamide